C12(CC3CC(CC(C1)C3)C2)N2C=C3C(=NN=C(C3=CC2=O)C)N2N=CN=C2 6-(adamant-1-yl)-1-methyl-4-(1H-1,2,4-triazol-1-yl)pyrido[3,4-d]pyridazine-7(6H)-one